methyl 3,7-di-methyl-2,6-octadienoate CC(=CC(=O)OC)CCC=C(C)C